methyl 3-(2-bromo-1H-imidazol-1-yl)-4-nitrobenzoate BrC=1N(C=CN1)C=1C=C(C(=O)OC)C=CC1[N+](=O)[O-]